CC1=C(C(=C(C=C1)S(=O)(=O)NCC)C#N)OC(F)F methyl-2-cyano-3-(difluoromethoxy)-N-ethylbenzenesulfonamide